C1CC1C2=NC3=C4C(=NC5=CC=CC=C54)C=CC3=CC=C2 cyclopropylindolobenzazepine